3-(6-amino-4-oxo-1,2,3-benzotriazin-3-yl)piperidine-2,6-dione NC=1C=CC2=C(C(N(N=N2)C2C(NC(CC2)=O)=O)=O)C1